Cl.COC1=CC(=NC=C1)CN1[C@H](CNCC1)C (2S)-1-[(4-methoxy-2-pyridyl)methyl]-2-methyl-piperazine hydrochloride